Triphenylphosphine tetrakis(perfluoronaphthyl)borate FC1=C(C2=C(C(=C(C(=C2C(=C1F)F)F)F)F)F)[B-](C1=C(C(=C(C2=C(C(=C(C(=C12)F)F)F)F)F)F)F)(C1=C(C(=C(C2=C(C(=C(C(=C12)F)F)F)F)F)F)F)C1=C(C(=C(C2=C(C(=C(C(=C12)F)F)F)F)F)F)F.C1(=CC=CC=C1)P(C1=CC=CC=C1)C1=CC=CC=C1